(2R)-2-[(5-chloro-8-hydroxy-3-methyl-1-oxo-3,4-dihydroisochromene-7-carbonyl)amino]-3-phenylpropanoic acid ClC1=C2CC(OC(C2=C(C(=C1)C(=O)N[C@@H](C(=O)O)CC1=CC=CC=C1)O)=O)C